C1=CC(=C(C(=C1)O)C=O)O resorcinol-Formaldehyde